C1(CC1)C[C@@H]1[C@H]([C@@H]2[C@H](N([C@H]1CC2)C(=O)OC(C)(C)C)C(=O)OCC2=CC=CC=C2)OC(=S)OC2=CC=CC=C2 3-Benzyl 2-tert-butyl (1S,3S,4S,5R,6S)-6-(cyclopropylmethyl)-5-[(phenoxycarbonothioyl)oxy]-2-azabicyclo[2.2.2]octane-2,3-dicarboxylate